C1(=CC=CC=C1)C1=NC(=NC(=N1)C1=CC=CC=C1)C1=CC=C(C=C1)C1=C(C(=NC(=C1N1C2=CC=CC=C2C=2C=C3C(=CC12)C=CC=C3)C3=CC=CC=C3)N3C1=CC=CC=C1C=1C=C2C(=CC31)C=CC=C2)N2C3=CC=CC=C3C=3C=C1C(=CC23)C=CC=C1 5,5',5''-(4-(4-(4,6-diphenyl-1,3,5-triazin-2-yl)phenyl)-6-phenylpyridine-2,3,5-triyl)tris(5H-benzo[b]carbazole)